8-[(2-hydroxyethyl)(methyl)amino]-7-hydroxyphenazine-3-sulfonic acid OCCN(C1=C(C=C2N=C3C=C(C=CC3=NC2=C1)S(=O)(=O)O)O)C